O=S1(C(CCC1)C=1N=CN(C1)C1=C(C=C(C=N1)NC(CN1N=C(C=C1C)C(F)(F)F)=O)F)=O N-(6-(4-(1,1-dioxidotetrahydrothiophen-2-yl)-1H-imidazol-1-yl)-5-fluoropyridin-3-yl)-2-(5-methyl-3-(trifluoromethyl)-1H-pyrazol-1-yl)acetamide